CC(CCC=O)CC 4-METHYLHEXANAL